BrC1=C(C(=CC(=C1)Br)Br)OB(O)O 2,4,6-tribromophenyl-boric acid